FC=1C(=CC=2C3=C(NC(C2C1)=O)COC[C@H]3N(C(=O)N3CC1=CC=C(C=C1C3)C(F)(F)F)C)F (S)-N-(8,9-difluoro-6-oxo-1,4,5,6-tetrahydro-2H-pyrano[3,4-c]isoquinolin-1-yl)-N-methyl-5-(trifluoromethyl)isoindoline-2-carboxamide